N-(4-(2-(4-(4-chlorophenyl)-2,3,9-trimethyl-6H-thieno[3,2-f][1,2,4]triazolo[4,3-a][1,4]diazepin-6-yl)acetamido)butyl)piperidine-4-carboxamide ClC1=CC=C(C=C1)C1=NC(C=2N(C3=C1C(=C(S3)C)C)C(=NN2)C)CC(=O)NCCCCNC(=O)C2CCNCC2